1,4-bis[(S)-[(2R,4S,5S)-5-ethyl-1-azabicyclo[2.2.2]octan-2-yl](6-methoxyquinolin-4-yl)methoxy]-9,10-dihydroanthracene-9,10-dione C(C)[C@H]1[C@@H]2C[C@@H](N(C1)CC2)[C@@H](OC2=CC=C(C=1C(C3=CC=CC=C3C(C21)=O)=O)O[C@@H](C2=CC=NC1=CC=C(C=C21)OC)[C@@H]2N1C[C@H]([C@H](C2)CC1)CC)C1=CC=NC2=CC=C(C=C12)OC